(E)-8-(((diphenylmethylene)hydrazino)methyl)-7-hydroxy-4-methyl-2H-benzopyran C1(=CC=CC=C1)C(C1=CC=CC=C1)=NNCC1=C(C=CC=2C(=CCOC21)C)O